tert-butyl 3-(7-bromo-2,6-dichloro-quinazolin-4-yl)-3,8-diazabicyclo[3.2.1]octane-8-carboxylate BrC1=C(C=C2C(=NC(=NC2=C1)Cl)N1CC2CCC(C1)N2C(=O)OC(C)(C)C)Cl